C(#N)[C@@]1([C@H](O)[C@H](O)[C@@H](CO)O1)N1C(=O)N=C(N)C=C1 1'-cyano-cytidine